NC1=C2N=CN(C2=NC(=N1)F)[C@H]1C[C@@H]([C@@](O1)(C#C)COP(=O)(OC1=CC=CC=C1)N[C@@H](C)C(=O)OCCCCCCCCCCCCCCCC)O hexadecyl ((((2R,3S,5R)-5-{6-amino-2-fluoro-9H-purin-9-yl}-2-ethynyl-3-hydroxytetrahydrofuran-2-yl)methoxy){phenoxy}phosphoryl)-L-alaninate